BrC1=C(C=CC(=C1)Cl)N1N=NC(=C1)C(Cl)(Cl)Cl 1-(2-bromo-4-chlorophenyl)-4-(trichloromethyl)-1H-1,2,3-triazole